(3-(tert-Butylthio)-1-(4-chlorobenzyl)-5-methoxy-1H-pyrrolo[2,3-b]pyridin-2-yl)-2,2-dimethylpropionic acid C(C)(C)(C)SC1=C(N(C2=NC=C(C=C21)OC)CC2=CC=C(C=C2)Cl)CC(C(=O)O)(C)C